FC(OC1=NC2=CC(=CC(=C2N=C1)C=1SC(=CN1)C1=CC=NC=C1)C)F 2-(2-(difluoromethoxy)-7-methylquinoxalin-5-yl)-5-(pyridin-4-yl)thiazole